3-methylpyridine-2-carboxaldehyde CC=1C(=NC=CC1)C=O